p-bromo-o-anisylbenzaldehyde BrC1=CC(=C(C=O)C=C1)CC=1C(=CC=CC1)OC